(E)-2-(1-(5-chloro-1H-benzo[d]imidazol-2-yl)ethylidene)-N-phenylhydrazine-1-carbothioamide ClC1=CC2=C(NC(=N2)\C(\C)=N\NC(NC2=CC=CC=C2)=S)C=C1